(6aS,8R)-8-(1H-tetrazol-5-yl)-5-(4-(trifluoromethyl)phenyl)-6,6a,7,8,9,10-hexahydro-5H-pyrido[1,2-a]quinoxaline N1N=NN=C1[C@H]1C[C@@H]2N(C=3C=CC=CC3N(C2)C2=CC=C(C=C2)C(F)(F)F)CC1